(1R,4R,7R)-2-{2-[1-(cyclopropylmethyl)-6-(2H3)methoxy-1H-pyrrolo[2,3-b]pyridin-2-yl]-1-methyl-1H-1,3-benzodiazole-5-carbonyl}-2-azabicyclo[2.2.1]heptan-7-amine C1(CC1)CN1C(=CC=2C1=NC(=CC2)OC([2H])([2H])[2H])C2=NC1=C(N2C)C=CC(=C1)C(=O)N1[C@@H]2CC[C@H](C1)[C@H]2N